FC1=C(C(=O)O)C=C(C(=C1)N1N=C2N(CCCC2)C1=O)F 2,5-difluoro-4-(3-oxo-5,6,7,8-tetrahydro[1,2,4]triazolo[4,3-a]pyridin-2(3H)-yl)benzoic acid